C(CCC)C=1C(=C(C(=CC1C)C)B(C1=C(C=C(C=C1C)C)C)C1=C(C=C(C=C1C)C)C)C n-butyltris(2,4,6-trimethylphenyl)boron